BrC1=CC=C(C=C1)C1C(CN(CC1)C(=O)OC(C)(C)C)=O tert-butyl 4-(4-bromophenyl)-3-oxopiperidine-1-carboxylate